CN(C=1C(=C(C=CC1F)C1=CC(=C(C=C1)OC)NC1=NC=NC2=CC(=C(C=C12)OC1CCN(CC1)C(C=C)=O)OC)F)C 1-(4-((4-((3'-(dimethylamino)-2',4'-difluoro-4-methoxy-[1,1'-biphenyl]-3-yl)amino)-7-methoxy-quinazolin-6-yl)oxy)piperidin-1-yl)prop-2-en-1-one